6-(1H-imidazol-1-yl)-N-(4-methoxycyclohexyl)pyrazine-2-carboxamide tert-butyl-1,8-diazaspiro[4.5]decane-8-carboxylate C(C)(C)(C)OC(=O)N1CCC2(CCCN2)CC1.N1(C=NC=C1)C1=CN=CC(=N1)C(=O)NC1CCC(CC1)OC